ethyl 2-(4-carbamoyl-3-methyl-anilino)-4-[[(1S)-2-hydroxy-1-phenyl-ethyl]amino]-pyrimidine-5-carboxylate C(N)(=O)C1=C(C=C(NC2=NC=C(C(=N2)N[C@H](CO)C2=CC=CC=C2)C(=O)OCC)C=C1)C